(S)-N-{1,2,3-trimethoxy-11-methyl-9-oxo-10-(2,2,2-trifluoroethoxy)-5,6,7,9-tetrahydrobenzo[a]heptalen-7-yl}acetamide COC1=C(C(=CC2=C1C1=CC(=C(C(C=C1[C@H](CC2)NC(C)=O)=O)OCC(F)(F)F)C)OC)OC